methyl 2,2-difluoro-6-methylenetetrahydro-1H-pyrrolizin-7a(5H)-carboxylate FC1(CC2(CC(CN2C1)=C)C(=O)OC)F